C(C)(C)OC(=O)P(=O)(OC1=CC(=CC2=C1[C@H]1[C@H](C(O2)(C)C)CCC(=C1)C)CCCCC)NC(C(=O)OC(C)C)(C)C Isopropyl 2-(((isopropoxycarbonyl) (((6ar,10ar)-6,6,9-trimethyl-3-pentyl-6a,7,8,10a-tetrahydro-6H-benzo[c]benzopyran-1-yl) oxy) phosphoryl) amino)-2-methylpropanoate